C(C=C)(=O)N1CCN(CC1)C1=CC(=NC=2CN(CCC12)C1=CC=CC2=CC=CC(=C12)C)C(=O)NC[C@@H]1CN(CCC1)C |r| rac-4-(4-acryloylpiperazin-1-yl)-7-(8-methylnaphthalen-1-yl)-N-((1-methylpiperidin-3-yl)methyl)-5,6,7,8-tetrahydro-1,7-naphthyridine-2-carboxamide